NC1(CC1)C1=CC(=NC2=CC(=CC=C12)F)O 4-(1-Aminocyclopropyl)-7-fluoroquinolin-2-ol